ClC1=CC=C(CNC(NC2CC3(C2)CN(CC3)C(=O)OC(C)(C)C)=O)C=C1 tert-butyl (2r,4s)-2-(3-(4-chlorobenzyl)ureido)-6-azaspiro[3.4]octane-6-carboxylate